C(#N)CCN(C(=O)C1CCN(CC1)C(=O)C1=NNC(=C1)C1=CC=NC=C1)C N-(2-cyanoethyl)-N-methyl-1-[5-(pyridin-4-yl)-1H-pyrazole-3-carbonyl]piperidine-4-carboxamide